Cl.Cl.C(C)N1CC(CC1)SC=1NC2=CC=CC=C2CN1 2-((1-ethylpyrrolidin-3-yl)thio)-1,4-dihydroquinazoline dihydrochloride